1-[4-(cyanomethyl)-1-[[4-(4-ethylphenyl)-3-hydroxy-phenyl]methyl]-4-piperidyl]-3-(cyclopropanecarbonylamino)pyrazole-4-carboxamide 5'-methyl-2'-deoxycytidine-5'-triphosphate P(O)(=O)(OP(=O)(O)OP(=O)(O)O)OC([C@@H]1[C@H](C[C@@H](O1)N1C(=O)N=C(N)C=C1)O)C.C(#N)CC1(CCN(CC1)CC1=CC(=C(C=C1)C1=CC=C(C=C1)CC)O)N1N=C(C(=C1)C(=O)N)NC(=O)C1CC1